ClC1=NC=CC(=N1)C1=CC(=C(C=C1)C(C)NC(OC(C)(C)C)=O)C tert-butyl (1-(4-(2-chloropyrimidin-4-yl)-2-methylphenyl)ethyl)carbamate